(5Z)-2-[(2,4-dimethylphenyl)amino]-5-(1H-indol-3-ylmethylene)-1,3-thiazol-4(5H)-one CC1=C(C=CC(=C1)C)NC=1S\C(\C(N1)=O)=C/C1=CNC2=CC=CC=C12